N1=C(N=CC=C1)N1N=CN=C1[C@H](C)NC(=O)NC1=NC=NC(=C1)C(F)(F)F 1-[(1S)-1-(2-pyrimidin-2-yl-1,2,4-triazol-3-yl)ethyl]-3-[6-(trifluoromethyl)pyrimidin-4-yl]urea